1-(2-methoxyphenyl)-6-methyl-2-oxo-1,2-dihydropyridine-3-carboxylic Acid COC1=C(C=CC=C1)N1C(C(=CC=C1C)C(=O)O)=O